2-[(tert-Butoxycarbonylamino)methyl]pyridine-4-carboxylic acid C(C)(C)(C)OC(=O)NCC1=NC=CC(=C1)C(=O)O